C(C)(C)(C)OC(=O)NC[C@H]([C@@H](C(=O)OC(C)(C)C)NC([C@H](C)NC(=O)OC(C)(C)C)=O)CCCB1OC(C(O1)(C)C)(C)C (2S,3R)-tert-butyl 3-((tert-butoxycarbonylamino)methyl)-2-((S)-2-(tert-butoxycarbonylamino)propanamido)-6-(4,4,5,5-tetramethyl-1,3,2-dioxaborolan-2-yl)hexanoate